4-amino-8-[2-fluoro-5-(2-pyridylmethoxy)phenyl]-2-oxo-N-propyl-1H-quinoline-3-carboxamide NC1=C(C(NC2=C(C=CC=C12)C1=C(C=CC(=C1)OCC1=NC=CC=C1)F)=O)C(=O)NCCC